C(C)(C)(C)OC=1C=C2CC[C@@H]([C@@H](C2=CC1)C1=CC=C(C=C1)N1CCC(CC1)C(OC)OC)C1=CC=CC=C1 1-(4-((1R,2S)-6-(tert-butoxy)-2-phenyl-1,2,3,4-tetrahydronaphthalen-1-yl)phenyl)-4-(dimethoxymethyl)piperidine